CC1([C@H](O1)CCCC)C (2R)-4-(3,3-dimethyloxirane-2-yl)butan